2-(2-Methoxynicotinyl)pyrrolidine-1-carboxylic acid tert-butyl ester C(C)(C)(C)OC(=O)N1C(CCC1)CC1=C(N=CC=C1)OC